methyl 2-{3-[4-(2-methoxypyrimidin-5-yl)cyclohexyl]-1,2-oxazol-5-yl}-3-methylbutanoate COC1=NC=C(C=N1)C1CCC(CC1)C1=NOC(=C1)C(C(=O)OC)C(C)C